3-(1H-indol-5-yl)-N-tetrahydropyran-4-yl-imidazo[1,2-b]pyridazin-6-amine N1C=CC2=CC(=CC=C12)C1=CN=C2N1N=C(C=C2)NC2CCOCC2